C(C)(=O)C=1C(=C(C(C(=O)OC)=CC1)C(=O)OC)O Dimethyl 4-acetyl-3-hydroxyphthalate